2-(2-Difluoromethoxy-pyridin-4-yl)-pentanoic acid (5-bromo-pyridin-2-yl)-amide BrC=1C=CC(=NC1)NC(C(CCC)C1=CC(=NC=C1)OC(F)F)=O